CNC(CC=1N=C(N(C1)C1=CC=CC=C1)NC(=O)C=1C=C2C=NN(C2=CC1)COCC[Si](C)(C)C)=O N-(4-(2-(methylamino)-2-oxoethyl)-1-phenyl-1H-imidazol-2-yl)-1-((2-(trimethylsilyl)ethoxy)methyl)-1H-indazole-5-carboxamide